CN(CCC1=C(C=CC(=N1)NC=1C=CC(=C2CNC(C12)=O)C1=CN=C2N1C=CC(=C2)F)N2CCOCC2)C 7-((6-(2-(dimethyl-amino)ethyl)-5-morpholino-pyridin-2-yl)amino)-4-(7-fluoro-imidazo[1,2-a]pyridin-3-yl)isoindolin-1-one